The molecule is a triterpenoid saponin that is the carboxylic ester obtained by the formal condensation of the carboxy group of hederagenin with beta-D-glucopyranose. It has been isolated from Juglans sinensis. It has a role as a plant metabolite and an anti-inflammatory agent. It is a triterpenoid saponin, a pentacyclic triterpenoid, a monosaccharide derivative, a beta-D-glucoside and a carboxylic ester. It derives from a hederagenin. It derives from a hydride of an oleanane. C[C@]12CC[C@@H]([C@@]([C@@H]1CC[C@@]3([C@@H]2CC=C4[C@]3(CC[C@@]5([C@H]4CC(CC5)(C)C)C(=O)O[C@H]6[C@@H]([C@H]([C@@H]([C@H](O6)CO)O)O)O)C)C)(C)CO)O